C(C)S(=O)(=O)C1=C(N=C2N1CCCC2)C2=NC1=C(C=NC(=C1)C(F)(F)F)N2C 2-(3-ethylsulfonyl-5,6,7,8-tetrahydroimidazo[1,2-a]pyridin-2-yl)-3-methyl-6-(trifluoromethyl)imidazo[4,5-c]pyridine